1-Phenyl-5-((tetrahydro-2H-pyran-2-yl)oxy)-1,2-dihydro-3H-benzo[g]indazol-3-on C1(=CC=CC=C1)N1NC(C2=CC(=C3C(=C12)C=CC=C3)OC3OCCCC3)=O